3-(((R)-7-((2S,4R)-4-((3,3-Difluorocyclobutyl)amino)-2-phenylpiperidine-1-carbonyl)-7-azaspiro[4.5]decan-10-yl)methyl)-6-phenylpyrimidin-4(3H)-one FC1(CC(C1)N[C@H]1C[C@H](N(CC1)C(=O)N1CC2(CCCC2)[C@@H](CC1)CN1C=NC(=CC1=O)C1=CC=CC=C1)C1=CC=CC=C1)F